(4-heptyloxy-1-butoxy)-1-ethanol C(CCCCCC)OCCCCOC(C)O